O=C(CCN1CC2=CC=CC=3C2=C(C1)C=CC3B3OC(C(O3)(C)C)(C)C)N3CCNCC3 2-(3-oxo-3-(piperazin-1-yl)propyl)-6-(4,4,5,5-tetramethyl-1,3,2-dioxaborolan-2-yl)-1H-benzo[de]Isoquinoline